Cl.CC1CC2(CC(C2)=O)CCN1 6-methyl-7-azaspiro[3.5]nonan-2-one hydrochloride